(4-isopropyl-7-oxo-2-propyl-thieno[2,3-d]pyridazin-6-yl)acetic acid ethyl ester C(C)OC(CN1N=C(C2=C(C1=O)SC(=C2)CCC)C(C)C)=O